6-((2-aminomethyl-3-fluoroallyl)oxy)-3,4-dihydroisoquinolin-1(2H)-one trifluoroacetate FC(C(=O)O)(F)F.NCC(COC=1C=C2CCNC(C2=CC1)=O)=CF